(S)-(5-(2-methylpyridin-3-yl)-1,3,4-oxadiazol-2-yl)(4-(pyrazolo[1,5-a]pyridin-2-yl)-6,7-dihydro-1H-imidazo[4,5-c]pyridin-5(4H)-yl)methanone CC1=NC=CC=C1C1=NN=C(O1)C(=O)N1[C@@H](C2=C(CC1)NC=N2)C2=NN1C(C=CC=C1)=C2